FC(C1CCC2=C(C=3CCCC3C=C12)NC(=O)C1=NN2C(OCCC2)=C1S(=O)(N)=N)F ((1-(difluoromethyl)-1,2,3,5,6,7-hexahydro-s-indacen-4-yl)carbamoyl)-6,7-dihydro-5H-pyrazolo[5,1-b][1,3]oxazine-3-sulfonimidamide